((1R)-1-(2-(cyclohexylmethyl)-3-((3-methoxybenzyl)amino)-3-oxopropanamido)-3-methylbutyl)boronic acid C1(CCCCC1)CC(C(=O)N[C@@H](CC(C)C)B(O)O)C(=O)NCC1=CC(=CC=C1)OC